4-(bromomethyl)-tetrahydro-2H-thiopyran BrCC1CCSCC1